N[C@H](C(=O)NC1=CC=C(C=C1)C1=NN=CN1C)C1CCCCC1 (2S)-2-amino-2-cyclohexyl-N-[4-(4-methyl-1,2,4-triazol-3-yl)-phenyl]acetamide